5-bromo-2-(4-fluoro-2-methylphenoxy)-4-methylpyridine-3-carboxylic acid BrC=1C(=C(C(=NC1)OC1=C(C=C(C=C1)F)C)C(=O)O)C